bis(chlorophenyl) disulfide ClC1=C(C=CC=C1)SSC1=C(C=CC=C1)Cl